C(C)(C)(C)OC(=O)N[C@H](C(=O)OC)C[C@H](C(=O)OC)O dimethyl (2S,4R)-2-(tert-butoxycarbonylamino)-4-hydroxy-pentanedioate